CC=1C=2N(C=CC1CCC(=O)[O-])C(=NN2)C(F)(F)F 3-(8-methyl-3-(trifluoromethyl)-[1,2,4]triazolo[4,3-a]pyridin-7-yl)propanoate